O1C=CC=2C(=NC=CC21)C2=CC=C(C(=O)NCC1=CC=NC=C1)C=C2 4-(furo[3,2-c]pyridin-4-yl)-N-(pyridin-4-ylmethyl)benzamide